FC1CC=2N(CC1)C1=C(N2)C=CC(=C1)I 3-fluoro-8-iodo-1,2,3,4-tetrahydrobenzo[4,5]imidazo[1,2-a]pyridine